(S)-1-((Imidazo[1,2-A]Pyridin-6-Ylmethyl)Amino)-1-Oxopropan-2-Yl-Pyrrolidine-2-Carboxamide Trifluoroacetate FC(C(=O)O)(F)F.N=1C=CN2C1C=CC(=C2)CNC(C(C)N2[C@@H](CCC2)C(=O)N)=O